FC=1C=C(C=CC1)C=1C2=C3C=CC4=C(N=C([SeH]4OCCCCC)OCCCCC)C3=C3C=C(C(=CC3=C2C=C(C1)OCCCCC)OCCCCC)OCCCCC 8-(3-fluorophenyl)-2,3,6,11,12-pentakis(pentyloxy)triphenyleno[1,2-d][1,3]selenazole